ClC=1C=C2C=NC(N3C2=C(C1C1=C(C=CC(=C1)Cl)F)OCC3CN3CCOCC3)=O 9-chloro-10-(5-chloro-2-fluorophenyl)-3-(morpholinomethyl)-2,3-dihydro-5H-[1,4]oxazino[2,3,4-ij]quinazolin-5-one